4,4-DIMETHYL-2-OXO-2,4-DIHYDRO-1H-BENZO[D][1,3]OXAZIN-6-YLBORONIC ACID CC1(C2=C(NC(O1)=O)C=CC(=C2)B(O)O)C